FC(CN)(F)F (2,2,2-trifluoroethyl)ammonia